O1C(=CC=C1)CC=CO 3-(2-furanyl)propenol